C(#N)C=1C=C(C=NC1)CNC(=O)[C@H]1N(C[C@@H](C1)O)C([C@H](C(C)(C)C)N1N=NC(=C1)C1CC1)=O (2S,4r)-N-[(5-cyano-3-pyridinyl)methyl]-1-[(2S)-2-(4-cyclopropyltriazol-1-yl)-3,3-dimethyl-butyryl]-4-hydroxy-pyrrolidine-2-carboxamide